BrC1=C(C(=C(OCCOC2=C(C(=C(C=C2)Br)Br)Br)C=C1)Br)Br 1,2-Bis-(tribromophenoxy)ethan